N1C(=NC=C1)C(=O)[O-] 1H-imidazole-2-carboxylate